(S)-3-fluoro-5-(1-(3-((4-(1-methyl-1H-pyrazol-5-yl)thiazol-2-yl)oxy)azetidine-1-carbonyl)-4,5-dihydro-1H-pyrazol-5-yl)benzonitrile FC=1C=C(C#N)C=C(C1)[C@@H]1CC=NN1C(=O)N1CC(C1)OC=1SC=C(N1)C1=CC=NN1C